FC=1C=C(C=NC1)[C@H](CNC(C)(C)C1CCC(CC1)OCC(=O)OCC)O Ethyl 2-(((1R,4r)-4-(2-(((R)-2-(5-fluoropyridin-3-yl)-2-hydroxyethyl)-amino)propan-2-yl)cyclohexyl)oxy)acetate